C=NC(=O)N Carbene-urea